OC1=C(C=CC(=C1)OC(CCCCC)CC)N1N=C2C(=N1)C=CC=C2 2-[2'-hydroxy-4'-(1''-ethylhexyl)oxyphenyl]benzotriazole